4-((3,5-Dicyclohexylphenyl)(2-hydroxyethyl)amino)benzoic acid C1(CCCCC1)C=1C=C(C=C(C1)C1CCCCC1)N(C1=CC=C(C(=O)O)C=C1)CCO